C(C)(=O)C1=C(C=CC=C1)C=1C=C2CN(CC2=CC1)C(CN1N=C(N=C1)C#N)=O 1-(2-(5-(2-acetylphenyl)isoindolin-2-yl)-2-oxoethyl)-1H-1,2,4-triazole-3-carbonitrile